ClC1=NC=CC2=CC=C3C(=C12)C=CC=C3 1-chlorobenzo[h]isoquinoline